FC(CN1N=CC(=C1)C=1C=CC(=NC1C1=CC=C2C=CC=NC2=C1)C#N)(C(C)(C)O)F 5-[1-(2,2-Difluoro-3-hydroxy-3-methylbutyl)-1H-pyrazol-4-yl]-6-chinolin-7-ylpyridin-2-carbonitril